CC1CC(NC2=CC=CC=C12)C1=CC=CC=C1 4-methyl-2-phenyl-1,2,3,4-tetrahydroquinoline